decanedioic acid dichloride C(CCCCCCCCC(=O)Cl)(=O)Cl